CC(CCCCO)O methyl-pentylene alcohol